C(C)C=1C(=CC=C2C=C(C=C(C12)O)OCOC)F 8-ethyl-7-fluoro-3-(methoxymethyloxy)naphthalen-1-ol